ClC=1C=C(C=C(C1)C)C1=NC=CC=C1C1=NN2C(C=CC=C2)=N1 2-(3-Chloro-5-methylphenyl)pyridin-3-yl-[1,2,4]triazolo[1,5-a]pyridin